FS(C1=CC=C(OC2=NC=CC=C2C=2C=C3C=CN=NC3=CC2)C=C1)(F)(F)(F)F 6-(2-(4-(Pentafluoro-λ6-sulfaneyl)phenoxy)pyridin-3-yl)cinnoline